CC1=C(C=CC(=C1C=1N=CN(C1)C)NC[C@@H](C)C1=CC=CC=C1)S(=O)(=O)N methyl-3-(1-methylimidazol-4-yl)-4-[[(2s)-2-phenylpropyl]amino]benzenesulfonamide